NC=1SC2=C(C1C(=O)OCC)CCC(C2)(C)N(C)C(=O)OC(C)(C)C ethyl 2-amino-6-[tert-butoxycarbonyl(methyl)amino]-6-methyl-5,7-dihydro-4H-benzothiophene-3-carboxylate